7-epoxyheptyl ether CCCCCC1C(O1)OC1C(CCCCC)O1